FC1=C(C=CC(=N1)C(=O)NC)N1CCN(CC1)CC#CC1=NC(=C(N=C1)C)O 6-fluoro-5-(4-(3-(6-hydroxy-5-methylpyrazin-2-yl)prop-2-yn-1-yl)piperazin-1-yl)-N-methylpicolinamide